C(CCC)NC=1C(=C(C(=O)O)C=C(C1)S(N)(=O)=O)Cl (butylamino)-2-chloro-5-sulfamoyl-benzoic acid